ClCC(CS(=O)(=O)[O-])O.[Na+] Sodium 3-chloro-2-hydroxypropane-1-sulfonate